NC1=C(N)C=CC=C1 o-aminoaniline